4-phenyl-3,4-dihydro-2H-benzo[b][1,4]oxazin-6-amine C1(=CC=CC=C1)N1C2=C(OCC1)C=CC(=C2)N